OC[C@@H](O)COP(=O)(O)OCCN sn-Glycero-3-Phosphoethanolamine